Tert-butyl (4-(pyrazin-2-yl)-1,2,3,4-tetrahydroquinoxaline-1-carboxamido)piperidine-1-carboxylate N1=C(C=NC=C1)N1CCN(C2=CC=CC=C12)C(=O)NC1N(CCCC1)C(=O)OC(C)(C)C